N1C2=C(CCCC1)CCC2=O 2,3,4,5,6,7-hexahydrocyclopent[b]azepin-8(1H)-one